CNC=1C=C(C=CC1)N methyl-1,3-phenylenediamine